C1(CC1)C1=C(C(=NO1)C1=C(C=NC=C1Cl)Cl)COC12CCC(CC1)(CC2)/C=C/C2=CC=C1C=CN=C(C1=C2)OC (E)-7-(2-(4-((5-Cyclopropyl-3-(3,5-dichloropyridin-4-yl)isoxazol-4-yl)methoxy)bicyclo[2.2.2]octan-1-yl)vinyl)-1-methoxyisochinolin